(2-chloro-5-iodophenyl)[4-[[(3S)-tetrahydro-3-furanyl]oxy]phenyl]methanone ClC1=C(C=C(C=C1)I)C(=O)C1=CC=C(C=C1)O[C@@H]1COCC1